Cl.N1=CC(=CC=C1)CCC=1SC=C(N1)\C=N/O (Z)-2-(2-(pyridin-3-yl)ethyl)thiazole-4-carbaldehyde oxime hydrochloride